C(C)S(=O)(=O)[O-].C(C)S(=O)(=O)[O-].[Li+].[Li+] lithium bis(ethylsulfonate)